FC=1C=C2C=C(C=NC2=CC1F)NC1=NC(=NC=C1)NC1=CN=C2OC(COC2=C1)CN(C)C 4-(6,7-difluoro-3-quinolylamino)-2-{3-[(dimethylamino)methyl]-2,3-dihydro-1,4-dioxa-5-aza-7-naphthylamino}pyrimidine